undecanoyl-glutamic acid C(CCCCCCCCCC)(=O)N[C@@H](CCC(=O)O)C(=O)O